2-Acetyl-2,3,4,5-tetrahydrooxonine-6,9-dione C(C)(=O)C1OC(C=CC(CCC1)=O)=O